ClC1=CC=CC(=N1)C1CCN(CC1)CC1=NC2=C(N1CCOC)C=C(C=C2)C(=O)OC methyl 2-((4-(6-chloropyridin-2-yl)piperidin-1-yl)methyl)-1-(2-methoxyethyl)-1H-benzo[d]imidazole-6-carboxylate